ClC=1C(=NC=C(C1C)Cl)C(C)(C)NC(=O)[C@@H]1CN[C@@H](CO1)CO (2S,5R)-N-(2-(3,5-dichloro-4-methylpyridin-2-yl)propan-2-yl)-5-(hydroxymethyl)morpholine-2-carboxamide